OCCN1C(N(C(C1)=O)C)=O (2-hydroxyethyl)-3-methylimidazoline-2,4-dione